7-methoxyquinoline-3-carbonyl chloride COC1=CC=C2C=C(C=NC2=C1)C(=O)Cl